C[Si](CCOCN1C(C2(C=3C1=NC=CC3)CC=3C(=NC=CC3)C2)=O)(C)C ((2-(trimethylsilyl)ethoxy)methyl)-5,7-dihydrospiro[cyclopenta[b]pyridine-6,3'-pyrrolo[2,3-b]pyridin]-2'(1'H)-one